(E)-1-[2-[5-fluoro-3,4-dihydroxy-6-(hydroxymethyl)oxan-2-yl]oxy-6-hydroxy-4-methylphenyl]-3-(4-methoxyphenyl)prop-2-en-1-one FC1C(C(C(OC1CO)OC1=C(C(=CC(=C1)C)O)C(\C=C\C1=CC=C(C=C1)OC)=O)O)O